ClC=1C=C(C=C(C1OC=1C2=C(C(NN1)=O)CCC2C)Cl)N2N=C(C(NC2=O)=O)C#N 2-(3,5-dichloro-4-((5-methyl-1-oxo-2,5,6,7-tetrahydro-1H-cyclopenta[d]pyridazin-4-yl)oxy)phenyl)-3,5-dioxo-2,3,4,5-tetrahydro-1,2,4-triazine-6-carbonitrile